trans-N-(4-(2-aminocyclopropyl)phenyl)-4-ethylbenzamide N[C@H]1[C@@H](C1)C1=CC=C(C=C1)NC(C1=CC=C(C=C1)CC)=O